C(C)N1C(CCC1)=O 1-ethyl-2-Pyrrolidinone